3-cyclopropyl-5-((2,2-dioxido-3,4-dihydro-1H-benzo[c][1,2,6]thiadiazin-7-yl)oxy)-1-(2-fluoro-4-iodophenyl)-6,8-dimethylpyrido[2,3-d]pyrimidine-2,4,7(1H,3H,8H)-trione C1(CC1)N1C(N(C2=C(C1=O)C(=C(C(N2C)=O)C)OC=2C=CC1=C(NS(NC1)(=O)=O)C2)C2=C(C=C(C=C2)I)F)=O